C(C1=CC=CC=C1)OCC[C@H]1CO[C@H](C(O1)O)OC (3R,6S)-6-(2-(benzyloxy)ethyl)-3-methoxy-1,4-dioxan-2-ol